N[C@H]1CS(C2=C(N(C1=O)CC1=CC=C(C=C1)C=1OC(=NN1)C(C)(C)C)C=C(C=C2)C=2OC(=NN2)C(C)(C)C)(=O)=O (3R)-3-amino-7-(5-tert-butyl-1,3,4-oxadiazol-2-yl)-5-[[4-(5-tert-butyl-1,3,4-oxadiazol-2-yl)phenyl]methyl]-1,1-dioxo-2,3-dihydro-1lambda6,5-benzothiazepine-4-One